N-methyl-1-(1,3-benzodioxol-5-yl)-2-aminobutane CNC(CC1=CC2=C(OCO2)C=C1)CC